NC1=C(C=C(C=C1)C=1C=CC(NC1)=O)F 5-(4-amino-3-fluorophenyl)pyridin-2(1H)-one